C(CCC)[Sn](C=1N=CN(C1)C(C1=CC=CC=C1)(C1=CC=CC=C1)C1=CC=CC=C1)(CCCC)CCCC 4-(tributylstannyl)-1-trityl-1H-imidazole